C(CCCCCCCCCCC)OC=1C=C(C=C2C3=C(SC=C3)C=3SC(=CC32)C3=CC=C(S3)C=3C=2C(C(=C4N=C(C(=NC34)CCCCCCCC)CCCCCCCC)C=3SC=CC3)=NSN2)C=C(C1)OCCCCCCCCCCCC 4-(5-(4-(3,5-bis(dodecyloxy)benzylidene)-4H-cyclopenta[2,1-b:3,4-b']dithiophen-2-yl)thiophen-2-yl)-6,7-dioctyl-9-(thiophen-2-yl)-[1,2,5]thiadiazolo[3,4-g]quinoxaline